C1(=CC=CC=C1)S(=O)(=O)OOC(CCCCCCCCC=C)=O 10-undecenoyloxy benzenesulphonate